N-(5-((2-fluorobenzyl)sulfonyl)-1,3,4-thiadiazole-2-yl)-2-(trifluoromethyl)benzamide β-morpholinopropionate O1CCN(CC1)CCC(=O)O.FC1=C(CS(=O)(=O)C2=NN=C(S2)NC(C2=C(C=CC=C2)C(F)(F)F)=O)C=CC=C1